FC1=CC=C(COC2=C(C(=O)O)C=CC(=C2OS(=O)(=O)C2=CC=C(C)C=C2)OS(=O)(=O)C2=CC=C(C)C=C2)C=C1 2-((4-fluorobenzyl)oxy)-bis(tosyloxy)benzoic acid